7-cyclopropyl-8,9,10,11-tetrahydro-2H-3,5-ethenopyrazolo[4,3-j][1,6,9]benzoxadiazacyclopentadecin-6(7H)-one C1(CC1)N1CCCCOC2=C(C=CC=3C=4N=C(C1=O)C=CC4NN3)C=CC=C2